C(C)(C)(C)OC(=O)N1CC(C1)C1=NOC(=C1)C(F)F 3-(5-(difluoromethyl)isoxazol-3-yl)azetidine-1-carboxylic acid tert-butyl ester